C(CCCCCCCCC)(=O)OC[C@]1(O[C@H](C[C@@H]1OC(=O)OCCCCCC)N1C2=NC(=NC(=C2N=C1)N)F)C#C ((2R,3S,5R)-5-(6-amino-2-fluoro-9H-purin-9-yl)-2-ethynyl-3-(((hexyloxy)carbonyl) oxy)tetrahydro furan-2-yl)methyl decanoate